BrC=1C(=NC(=NC1)Cl)N 5-bromo-2-chloropyrimidine-4-amine